BrC1=C(SC=C1)C(=O)N1CN(N=C1)C1=CC=CC=C1 4-(3-bromothiophene-2-carbonyl)-2-phenyl-2,4-dihydro-3H-1,2,4-triazole